2-(Piperazin-1-yl)-5-(2,2,3-trifluorocyclopropyl)pyrimidine N1(CCNCC1)C1=NC=C(C=N1)C1C(C1F)(F)F